N1C(=NC2=C1C=CC=C2)NC(C2=C(C=CC=C2)OC)=O N-(1H-benzimidazol-2-yl)-2-methoxybenzamide